(R)-8H-2,2'-binaphthyl phosphate P(=O)(O)(O)O.C1=C(C=CC=2C=CCCC12)C1=CC2=CC=CC=C2C=C1